ClC1=CC(N(C=C1)C(C)N1N=NC(=C1)C1=NC(=CN=C1)N1CC2(CC2(F)F)C1)=O 4-chloro-1-(1-(4-(6-(1,1-difluoro-5-azaspiro[2.3]hexan-5-yl)pyrazin-2-yl)-1H-1,2,3-triazol-1-yl)ethyl)pyridin-2(1H)-one